1-(tert-butyloxycarbonyl)pyrrolidin-3-yl octane-3-carboxylate CCC(CCCCC)C(=O)OC1CN(CC1)C(=O)OC(C)(C)C